para-azidotetrafluorobenzaldehyde N(=[N+]=[N-])C1=C(C(=C(C=O)C(=C1F)F)F)F